1,2,3-triazole-1-ylmethyl-imidazole N1(N=NC=C1)CC=1NC=CN1